ICCOC1=C2CN(C(C2=CC=C1)=C=O)N1C(CCCC1=O)=O (4-(2-iodoethoxy)-1-carbonylisoindolin-2-yl)piperidine-2,6-dione